Cl.C12CN(CC(CC1)N2)C2=C1C(=NC=C2)NC(=C1)C=1C=NN(C1)C 4-(3,8-diazabicyclo[3.2.1]oct-3-yl)-2-(1-methyl-1H-pyrazol-4-yl)-1H-pyrrolo[2,3-b]pyridine hydrochloride